β,β-difluoro-3-(1,1,2,2,2-pentafluoroethyl)-benzenepropanoic acid FC(CC(=O)O)(C1=CC(=CC=C1)C(C(F)(F)F)(F)F)F